6-(2-chloro-3-fluorophenyl)-5-methyl-2-((3-methyl-4-((1S,4S)-5-methyl-2,5-diazabicyclo[2.2.1]hept-2-yl)phenyl)amino)-8-((S)-1-propionylpiperidin-3-yl)pyrido[2,3-d]pyrimidin-7(8H)-one ClC1=C(C=CC=C1F)C1=C(C2=C(N=C(N=C2)NC2=CC(=C(C=C2)N2[C@@H]3CN([C@H](C2)C3)C)C)N(C1=O)[C@@H]1CN(CCC1)C(CC)=O)C